rac-benzyl (3S,4S)-3-amino-4-hydroxypiperidine-1-carboxylate N[C@H]1CN(CC[C@@H]1O)C(=O)OCC1=CC=CC=C1 |r|